N-[(2S,3R)-4,4-difluoro-1-(2-methyl-propanoyl)-2-{[3-(4-methylpyridin-2-yl)phenyl]methyl}pyrrolidin-3-yl]-ethanesulfonamide FC1([C@@H]([C@@H](N(C1)C(C(C)C)=O)CC1=CC(=CC=C1)C1=NC=CC(=C1)C)NS(=O)(=O)CC)F